FC(S(=O)(=O)OC1=C(C=C2C(=NC=NC2=C1)NC1=C(C(=C(C=C1)F)Cl)F)[N+](=O)[O-])(F)F 4-((3-chloro-2,4-difluorophenyl)amino)-6-nitroquinazolin-7-yl trifluoromethanesulfonate